N[C@@]1(CN(CC1)C=1C(=NC=C(C1C1=CC(=CC(=C1)F)F)C#N)C(=O)N[C@@H](C)C1CC1)C 3-[(3S)-3-amino-3-methylpyrrolidin-1-yl]-5-cyano-N-[(1S)-1-cyclopropylethyl]-4-(3,5-difluorophenyl)pyridine-2-carboxamide